N4,N4'-bis([1,1'-biphenyl]-4-yl)-N4,N4'-bis(9-phenyl-9-(6-(4-vinylphenoxy)hexyl)-9H-fluoren-2-yl)-[1,1'-biphenyl]-4,4'-diamine C1(=CC=C(C=C1)N(C1=CC=C(C=C1)C1=CC=C(C=C1)N(C1=CC=2C(C3=CC=CC=C3C2C=C1)(C1=CC=CC=C1)CCCCCCOC1=CC=C(C=C1)C=C)C1=CC=C(C=C1)C1=CC=CC=C1)C1=CC=2C(C3=CC=CC=C3C2C=C1)(CCCCCCOC1=CC=C(C=C1)C=C)C1=CC=CC=C1)C1=CC=CC=C1